4-butylene 2,6-naphthalenedicarboxylate C1=C2C=CC3=CC(=CC=C13)C(=O)OCCCCOC2=O